N\C(\CC1CC2(CN(C2)C(=O)OC(C)(C)C)C1)=N/OC(=O)C1(CC1)C(F)(F)F tert-butyl 6-[(2Z)-2-amino-2-[1-(trifluoromethyl) cyclopropanecarbonyl] oxyimino-ethyl]-2-azaspiro[3.3]heptane-2-carboxylate